C(#N)C1=C(C=C(C=C1)N1CCC(CC1)C=1C=CC(=NC1)OCCCN1CCN(CC1)C(=O)OC(C)(C)C)C(F)(F)F tert-butyl 4-(3-((5-(1-(4-cyano-3-(trifluoromethyl)-phenyl)piperidin-4-yl)pyridin-2-yl)oxy)propyl)piperazine-1-carboxylate